C(C)(=O)NC1=CC(=C(C=C1)CC(=O)OCC)OCC=1C=C(C2=C(C=C(O2)CO[Si](C)(C)C(C)(C)C)C1)I ethyl 2-(4-acetamido-2-((2-(((tert-butyldimethylsilyl)oxy)methyl)-7-iodobenzofuran-5-yl)methoxy)phenyl)acetate